ClC1=NC=C(C2=C(C=CC=C12)C)N1CC=2N=C(N=C(C2CC1)N1C[C@@H](N(CC1)C(=O)OCC1=CC=CC=C1)CC#N)OC[C@H]1N(CCC1)C benzyl (2S)-4-[7-(1-chloro-5-methyl-4-isoquinolyl)-2-[[(2S)-1-methylpyrrolidin-2-yl]methoxy]-6,8-dihydro-5H-pyrido[3,4-d]pyrimidin-4-yl]-2-(cyanomethyl)piperazine-1-carboxylate